4-bromo-phenylamine BrC1=CC=C(C=C1)N